benzyl ((1-(piperidin-4-ylmethyl)piperidin-4-yl)methyl)carbamate N1CCC(CC1)CN1CCC(CC1)CNC(OCC1=CC=CC=C1)=O